benzyl DL-mandelat C(C(O)C1=CC=CC=C1)(=O)OCC1=CC=CC=C1